6-((3S,4R)-3-Fluoro-4-methoxypiperidin-1-yl)-1-(2-isopropyl-6-((2R,3S)-2-methyl-3-((methylsulfonyl)methyl)azetidin-1-yl)pyrimidin-4-yl)-4-methyl-1H-pyrazolo[4,3-c]pyridine F[C@H]1CN(CC[C@H]1OC)C1=CC2=C(C(=N1)C)C=NN2C2=NC(=NC(=C2)N2[C@@H]([C@H](C2)CS(=O)(=O)C)C)C(C)C